C(C(=C)C)(=O)OCCC(CCOC(C(=C)C)=O)C 3-methyl-1,5-Pentanediol dimethacrylate